BrC1=CC(=C(CN2N=C3N([C@@H](CCC3)C(=O)N3C[C@H](CC3)F)C2=O)C=C1)F (5S)-2-(4-Bromo-2-fluorobenzyl)-5-{[(3S)-3-fluoropyrrolidin-1-yl]carbonyl}-5,6,7,8-tetrahydro[1,2,4]triazolo[4,3-a]pyridin-3(2H)-one